C1(CC1)C(=O)NC1=NC=C(C(=N1)NC1=C2N(CC=3N(C2=CC=C1)N=C(N3)C)C)C(=O)OCC ethyl 2-(cyclopropanecarboxamido)-4-((2,5-dimethyl-4,5-dihydro-[1,2,4]triazolo[1,5-a]quinoxalin-6-yl)amino)pyrimidine-5-carboxylate